OCCS(=O)(=O)NC1=CC(=C(C(=O)NC2=CC=CC3=C2N=C2N3CCCC2C)C=C1)N1CCC2(CC2)CC1 4-(2-Hydroxyethanesulfonylamino)-N-(4-methyl-1,2,3,4-tetrahydrobenzo[4,5]imidazo[1,2-a]pyridine-6-yl)-2-(6-azaspiro[2.5]octane-6-yl)benzamide